2-(3,4-dimethoxyphenyl)-1,4-dimethyl-6-(1-(8-(tetrahydro-2H-pyran-4-yl)-8-azabicyclo[3.2.1]oct-3-yl)piperidin-4-yl)-1H-benzo[d]imidazole COC=1C=C(C=CC1OC)C1=NC2=C(N1C)C=C(C=C2C)C2CCN(CC2)C2CC1CCC(C2)N1C1CCOCC1